CCCCCCCC/C=C\CCCCCCCCOCC(C[N+](C)(C)C)OCCCCCCCC/C=C\CCCCCCCC.[Cl-] n-(1-(2,3-dioleyloxy)propyl)-N,N,N-trimethylammonium chloride